BrC1=CC(=CC2=C1N(C=N2)CC(=O)NC2CC2)C(=O)NC2=CC=C(C=C2)OC(F)(F)Cl 7-bromo-N-(4-(chlorodifluoromethoxy)phenyl)-1-(2-(cyclopropylamino)-2-oxoethyl)-1H-benzo[d]imidazole-5-carboxamide